BrC1=CC=C(C=C1)[C@@H](C)[C@]1(C(NC(C1)=O)=O)C (3S)-3-[(1R)-1-(4-bromophenyl)ethyl]-3-methyl-pyrrolidine-2,5-dione